lithium (2-fluoro malonate) FC(C(=O)[O-])C(=O)[O-].[Li+].[Li+]